3-(isocyano(tosyl)methyl)pyridineacrylic acid [N+](#[C-])C(C=1C(=NC=CC1)C=CC(=O)O)S(=O)(=O)C1=CC=C(C)C=C1